C1(CC1)C(CNC=O)=O (2-cyclopropyl-2-oxoethyl)formamide